FC=1C=C(C=CC1)C#CC1=CC=C(C=C1)C1=NOC(=N1)CCC 3-(4-((3-fluorophenyl)ethynyl)phenyl)-5-propyl-1,2,4-oxadiazole